7-(benzyloxy)-5-hydroxyquinazolin-4(3H)-one C(C1=CC=CC=C1)OC1=CC(=C2C(NC=NC2=C1)=O)O